C1(=CC=CC=C1)C(C(C)O)O 1-phenyl-1,2-propylene glycol